1-(5-{Methyl[(1R,3s,5S)-8-propyl-8-azabicyclo[3.2.1]octan-3-yl]amino}[1,3]thiazolo[5,4-d][1,3]thiazol-2-yl)-4-(1H-pyrazol-4-yl)pyridin-2(1H)-on CN(C=1SC2=C(N1)SC(=N2)N2C(C=C(C=C2)C=2C=NNC2)=O)C2C[C@H]1CC[C@@H](C2)N1CCC